ClC=1C(=C2N=C(N=C3C2=C(C(=C[C@@H]2[C@@H]4CC[C@](CN32)(N4C(=O)OC(C)(C)C)F)C)N1)SCC)F tert-butyl (5aR,6S,9S)-2-chloro-12-(ethylthio)-1,9-difluoro-4-methyl-5a,6,7,8,9,10-hexahydro-3,10a,11,13,14-pentaaza-6,9-methanonaphtho[1,8-ab]heptalene-14-carboxylate